3-(3-(4-(((3-(2-cyclopropylpyrimidin-5-yl)phenyl)amino)methyl)bicyclo[2.2.2]octan-1-yl)-1,2,4-oxadiazol-5-yl)-1-(trifluoromethyl)cyclobutan-1-ol C1(CC1)C1=NC=C(C=N1)C=1C=C(C=CC1)NCC12CCC(CC1)(CC2)C2=NOC(=N2)C2CC(C2)(O)C(F)(F)F